NC1=C(C=C2C(=C(C(OC2=C1)=O)CC(=O)O)C)S(=O)(=O)O 7-Amino-4-methyl-6-sulfocoumarin-3-acetic acid